C1CC2C(O2)CC1C3CO3 4-vinyl-1-cyclohexene dioxide